FC(F)C1=NN(C=C1C(=O)O)C (difluoromethyl)-1-methyl-1H-pyrazole-4-carboxylic acid